C[SiH](C1=CC(=CC=C1)[SiH](C)C)C 1,3-Di(dimethylsilyl)benzene